N-[4-(2-phenylethynyl)phenyl]-2-(4-pyridylamino)acetamide C1(=CC=CC=C1)C#CC1=CC=C(C=C1)NC(CNC1=CC=NC=C1)=O